BrC1=C2CCN(CC2=CC(=C1)N)C 5-bromo-2-methyl-1,2,3,4-tetrahydroisoquinoline-7-amine